C(C)(C)(C)OC(=O)N1CCN(CC1)C1CCC(CC1)N1N=C(C=2C1=NC=NC2N)I tert-butyl-4-((1r,4r)-4-(4-amino-3-iodo-1H-pyrazolo[3,4-d]pyrimidin-1-yl)cyclohexyl)piperazine-1-carboxylate